[5-fluoro-7-(4,4,5,5-tetramethyl-1,3,2-dioxaborolan-2-yl)-1,3-benzoxazol-2-yl]methyl acetate C(C)(=O)OCC=1OC2=C(N1)C=C(C=C2B2OC(C(O2)(C)C)(C)C)F